ClC=1C(=C(C=C(C1)F)NC(=S)C=1C(NCCC1O)=O)C N-(3-chloro-5-fluoro-2-methylphenyl)-4-hydroxy-2-oxo-1,2,5,6-tetrahydropyridine-3-carbothioamide